trichloroiridium(III) Cl[Ir](Cl)Cl